2-chloro-3-methyl-3h,4h,5h-pyrrolo[3,2-d]pyrimidin-4-one ClC=1N(C(C2=C(N1)C=CN2)=O)C